NC[C@H](CC(=O)OC1=C2C(=CNC2=CC=C1)C[C@@H]1N(CCC1)C)CC(C)C 3-(((R)-1-methylpyrrolidin-2-yl) methyl)-1H-indol-4-yl (S)-3-(aminomethyl)-5-methylhexanoate